C(C1=CC=CC=C1)OC(=O)N1CCN(CC1)C(=O)C1=NN2C(CN(CCC2)C=2C3=C(N=C(N2)Cl)C(=C(N=C3)Cl)F)=C1.[N+](=O)([O-])C1=CC=C(C=C1)NC(\C=C\C)=O (E)-N-(4-nitrophenyl)but-2-enamide benzyl-4-[5-(2,7-dichloro-8-fluoro-pyrido[4,3-d]pyrimidin-4-yl)-4,6,7,8-tetrahydropyrazolo[1,5-a][1,4]diazepine-2-carbonyl]piperazine-1-carboxylate